1-Bromo-5-ethoxy-4-methoxy-2-methylbenzene BrC1=C(C=C(C(=C1)OCC)OC)C